2-(5-chloro-1-methyl-1H-pyrazol-4-yl)-N-(6-(1-cyanospiro[2.2]pentan-1-yl)isoquinolin-3-yl)cyclopropane-1-carboxamide ClC1=C(C=NN1C)C1C(C1)C(=O)NC=1N=CC2=CC=C(C=C2C1)C1(CC12CC2)C#N